NC=1C(=CC(=C(C1)NC1=NC=C(C(=N1)N1CC(C2=NC=CC=C21)(C)C)C(=O)OC(C)C)OC)N(C)CCN(C)C isopropyl 2-((5-amino-4-((2-(dimethyl-amino)ethyl)(methyl)amino)-2-methoxyphenyl)amino)-4-(3,3-dimethyl-2,3-dihydro-1H-pyrrolo[3,2-b]pyridin-1-yl)pyrimidine-5-carboxylate